9-nonanehydroxamic acid CCCCCCCCC(=O)NO